CN1CCN(CC1)S(=O)(=O)C1=CC=C(CN2C(NC3=CC=C(C=C3C2=O)NC(C2=CC=C(C=C2)C#N)=O)=O)C=C1 3-[4-(4-methylpiperazinosulfonyl)benzyl]-6-(4-cyanobenzoylamino)-2,4(1H,3H)-quinazolinedione